cyanomethyl (S)-2-((tert-butoxy carbonyl)amino)-3-(4-cyano-[2,4':2',4''-terthiazol]-2''-yl)propanoate C(C)(C)(C)OC(=O)N[C@H](C(=O)OCC#N)CC=1SC=C(N1)C=1SC=C(N1)C=1SC=C(N1)C#N